(R)-(4-(3-(5-(trifluoromethyl)pyridin-2-yloxy)pyrrolidin-1-yl)biphenyl-3-yl)methanamine hydrochloride Cl.FC(C=1C=CC(=NC1)O[C@H]1CN(CC1)C1=C(C=C(C=C1)C1=CC=CC=C1)CN)(F)F